1-(3-(6-chloro-7-fluoro-5-methoxy-1-methyl-1H-indol-2-yl)-1-(4-methoxybenzyl)-1H-1,2,4-triazol-5-yl)-2-methoxyethan-1-ol ClC1=C(C=C2C=C(N(C2=C1F)C)C1=NN(C(=N1)C(COC)O)CC1=CC=C(C=C1)OC)OC